COC1=CC=C(CN2C(C(CCC2=O)N2C(N(C3=C2C=CC(=C3)N3CCN(CC3)C(=O)OC(C)(C)C)NCC3=CC=C(C=C3)OC)=O)=O)C=C1 tert-butyl 4-(1-(1-(4-methoxybenzyl)-2,6-dioxopiperidin-3-yl)-3-((4-methoxybenzyl)amino)-2-oxo-2,3-dihydro-1H-benzo[d]imidazol-5-yl)piperazine-1-carboxylate